COC1=CC=C(CN2CC3N(C(CCN3C(C3=CC=C(C=C3)C(F)(F)F)=O)=O)C(C2=O)C)C=C1 8-(4-methoxybenzyl)-6-methyl-1-(4-(trifluoromethyl)benzoyl)hexahydro-4H-pyrazino[1,2-a]pyrimidine-4,7(6H)-dione